C(C)(C)(C)OC(=O)N1C[C@H](CC1)NC=1C=C2C=CC=NC2=C(C1)F (S)-3-((8-fluoroquinolin-6-yl)amino)pyrrolidine-1-carboxylic acid tert-butyl ester